C1(CCCCC1)SC(C1=C(C=CC=2C(=CC(OC21)=O)C)OCC2=C(C=CC=C2)/C(/C(=O)OC)=C\OC)SC2CCCCC2 (E)-methyl 2-(2-(((8-(bis(cyclohexylthio) methyl)-4-methyl-2-oxo-2H-benzopyran-7-yl) oxy) methyl) phenyl)-3-methoxypropenoate